(2-oxooxazolidin-3-yl)benzaldehyde O=C1OCCN1C1=C(C=O)C=CC=C1